5-((3-fluoro-5-(3-oxo-5-phenyl-6,7-dihydro-3H-pyrrolo[2,1-c][1,2,4]triazol-2(5H)-yl) pyridin-2-yl) oxy)-4-methylthiazole-2-carboxylate FC=1C(=NC=C(C1)N1N=C2N(C1=O)C(CC2)C2=CC=CC=C2)OC2=C(N=C(S2)C(=O)[O-])C